ClC1=C(C(=CC=C1Cl)O)[C@H]([C@@H]1CCN(CCC1)C(=O)[C@@H]1CN(CC1)C(=O)[O-])O (3S)-3-[(4S)-4-[(S)-(2,3-dichloro-6-hydroxyphenyl)(hydroxy)methyl]azepane-1-carbonyl]pyrrolidine-1-carboxylate